Methyl-(2R)-2-{[4-cyano-1-(3-fluoropyridin-2-yl)-5-(6-fluoropyridin-3-yl)-1H-pyrazol-3-yl]oxy}propanoat COC([C@@H](C)OC1=NN(C(=C1C#N)C=1C=NC(=CC1)F)C1=NC=CC=C1F)=O